1,4-di(4-carboxyphenyl)benzene tert-butyl-(2R)-2-[[4-(3-pyridyloxy)phenyl]carbamoyl]pyrrolidine-1-carboxylate C(C)(C)(C)OC(=O)N1[C@H](CCC1)C(NC1=CC=C(C=C1)OC=1C=NC=CC1)=O.C(=O)(O)C1=CC=C(C=C1)C1=CC=C(C=C1)C1=CC=C(C=C1)C(=O)O